Cl.O1C[C@@H](CCC1)N (R)-tetrahydropyran-3-amine hydrochloride